(S)-3-((4-(7-(3-(2,3-dihydrobenzo[b][1,4]dioxin-6-yl)-2-methylphenyl)imidazo[1,2-a]pyridin-3-yl)benzyl)amino)propane-1,2-diol O1C2=C(OCC1)C=C(C=C2)C=2C(=C(C=CC2)C2=CC=1N(C=C2)C(=CN1)C1=CC=C(CNC[C@@H](CO)O)C=C1)C